5-chloro-2-(difluoromethoxy)-3-(5-(2-methoxyphenyl)-4-methyl-4H-1,2,4-triazol-3-yl)pyridine ClC=1C=C(C(=NC1)OC(F)F)C1=NN=C(N1C)C1=C(C=CC=C1)OC